methyl (S)-3-((2-amino-4-((1-((tert-butyldiphenylsilyl) oxy) pent-2-yl) amino)-6-methylpyrimidin-5-yl) methyl)-4-methoxybenzoate NC1=NC(=C(C(=N1)N[C@H](CO[Si](C1=CC=CC=C1)(C1=CC=CC=C1)C(C)(C)C)CCC)CC=1C=C(C(=O)OC)C=CC1OC)C